1-(2,2-difluorocyclopropyl)-3-(5-((2R,4S)-2-(2,5-difluorophenyl)-4-hydroxypyrrolidin-1-yl)-2-fluoropyrazolo[1,5-a]pyrimidin-3-yl)urea FC1(C(C1)NC(=O)NC=1C(=NN2C1N=C(C=C2)N2[C@H](C[C@@H](C2)O)C2=C(C=CC(=C2)F)F)F)F